methyl 2-fluoro-4-methyl-3-(2-(methylthio)-8,9-dihydroimidazo[1',2':1,6]pyrido[2,3-d]pyrimidin-6-yl)benzoate FC1=C(C(=O)OC)C=CC(=C1C1=CC2=C(N=C(N=C2)SC)N2C1=NCC2)C